CN1C[C@H]2C([C@H]2C1)C(=O)O (1R,5S,6R)-3-methyl-3-azabicyclo[3.1.0]hexane-6-carboxylic acid